C(CCC)C=1C(=C(C=CC1)OP(OC1=C(C(=CC=C1)CCCC)CCCC)OC1=C(C(=CC=C1)CCCC)CCCC)CCCC Tris(di-n-butylphenyl)phosphite